8-fluoro-3-(3-(2'-fluoro-3,6-dihydro-[4,4'-bipyridine]-1(2H)-yl)-3-oxopropyl)isoquinolin-1(2H)-one FC=1C=CC=C2C=C(NC(C12)=O)CCC(=O)N1CCC(=CC1)C1=CC(=NC=C1)F